N,N-bis(3-(trimethoxysilyl)propyl)ethane-1,2-diamine CO[Si](CCCN(CCN)CCC[Si](OC)(OC)OC)(OC)OC